ClC1=C(C=O)C(=CC=C1)[2H] 2-chlorobenzaldehyde-6-d1